pyrrolo[1,2-d][1,2,4]triazin-1(2H)-one C1(C=2N(C=NN1)C=CC2)=O